BrCC1(CC(C(O1)=O)=C)C1=CC=C(C=C1)Cl 5-(bromomethyl)-5-(4-chlorophenyl)-3-methylenedihydrofuran-2(3H)-one